tert-Butyl ((2R)-1-((1-(6-((2-amino-2-oxo-1-phenylethyl)thio)-3,5-dicyano-4-ethylpyridin-2-yl)piperidin-4-yl)amino)-1-oxopropan-2-yl)carbamate NC(C(C1=CC=CC=C1)SC1=C(C(=C(C(=N1)N1CCC(CC1)NC([C@@H](C)NC(OC(C)(C)C)=O)=O)C#N)CC)C#N)=O